2-[(6R)-6-fluoro-6,7-dihydro-5H-pyrrolo[1,2-c]Imidazol-1-yl]-N-thiazol-2-yl-ethylAmide F[C@@H]1CC=2N(C=NC2CC[N-]C=2SC=CN2)C1